1-{1-[3-(4,6-difluoro-1H-1,3-benzodiazol-2-yl)-5-(4-fluorophenyl)pyridin-4-yl]azetidin-3-yl}methanamine FC1=CC(=CC=2NC(=NC21)C=2C=NC=C(C2N2CC(C2)CN)C2=CC=C(C=C2)F)F